2-chloro-3,6-lutidine ClC1=NC(=CC=C1C)C